NC1=NN2C(N=CC(=C2)C2=CCCC3=CC=CC=C23)=C1C#N 2-amino-6-(3,4-dihydronaphthalen-1-yl)pyrazolo[1,5-a]pyrimidine-3-carbonitrile